4-benzyl-2-{[4-(3-chlorophenyl)piperidin-1-yl]methyl}-1,4-oxazepane C(C1=CC=CC=C1)N1CC(OCCC1)CN1CCC(CC1)C1=CC(=CC=C1)Cl